1-carboxyethyl-3-methylimidazolium bis(trifluoromethanesulfonyl)imide salt [N-](S(=O)(=O)C(F)(F)F)S(=O)(=O)C(F)(F)F.C(=O)(O)C(C)C=1NC=C[N+]1C